CC=1C(=CC=2CN[C@H]3CCC4=C([C@@H]3C2C1)C=C(C(=C4)OC)O)Br (6aS,12bR)-(-)-2-methyl-3-bromo-10-methoxy-11-hydroxy-5,6,6a,7,8,12b-hexahydrobenzo[a]phenanthridine